2-amino-9-((2R,3R,5S)-3-hydroxy-5-((S)-1-hydroxypropyl)tetrahydrofuran-2-yl)-7-propyl-7,9-dihydro-8H-purin-8-one NC1=NC=C2N(C(N(C2=N1)[C@@H]1O[C@@H](C[C@H]1O)[C@H](CC)O)=O)CCC